5-Chloro-6-(1-methylbenzimidazol-4-yl)-3-(4-morpholinoanilino)pyrazin-2-carboxamid ClC=1N=C(C(=NC1C1=CC=CC=2N(C=NC21)C)C(=O)N)NC2=CC=C(C=C2)N2CCOCC2